ClC1=CC(=NC=C1)CN1C=NN(C1=O)C1=CC(=C(OC2=C(N=C(S2)C(=O)OC)C)C=C1)F methyl 5-[4-[4-[(4-chloro-2-pyridyl) methyl]-5-oxo-1,2,4-triazol-1-yl]-2-fluoro-phenoxy]-4-methyl-thiazole-2-carboxylate